FC1CN(CC1C=1C(=C2COC(C2=CC1)=O)C)CC=1C=NN(C1)C1=NC=C(C#N)C(=C1)C 6-(4-((3-fluoro-4-(4-methyl-1-oxo-1,3-dihydroisobenzofuran-5-yl)pyrrolidin-1-yl)methyl)-1H-pyrazol-1-yl)-4-methylnicotinonitrile